C(C)(C)(C)OC(N[C@H]1C2N(CC1CC2)C(=O)C=2C=C(C1=C(SC(=C1C)C1=CC=3C(=NC=CC3)N1CC1CC1)C2)OC)=O tert-Butyl-((7R)-2-(2-(1-(cyclopropylmethyl)-1H-pyrrolo[2,3-b]pyridin-2-yl)-4-methoxy-3-methylbenzo[b]thiophene-6-carbonyl)-2-azabicyclo[2.2.1]heptan-7-yl)carbamate